4-[(1r,3r)-3-{4-[4-(2,3-dihydro-1,4-dioxa-5-aza-7-naphthylamino)-2-pyrimidinylamino]-2-methoxyphenoxy}cyclobutyl]-1λ6,4-thiazinane-1,1-dione O1CCOC2=NC=C(C=C12)NC1=NC(=NC=C1)NC1=CC(=C(OC2CC(C2)N2CCS(CC2)(=O)=O)C=C1)OC